OC1=C(C=C(C=N1)C=CC(=O)O)C(F)(F)F 3-(6-hydroxy-5-(trifluoromethyl)pyridin-3-yl)acrylic acid